OP(O)OP(O)O.CC1=C(C=CC=C1)C(O)C(CO)(CO)CO (methylphenyl)pentaerythritol diphosphite